5-chloro-1'-(1H-pyrazol-4-ylmethyl)spiro[1H-isobenzofuran-3,4'-piperidine]-1-carboxamide ClC=1C=C2C(=CC1)C(OC21CCN(CC1)CC=1C=NNC1)C(=O)N